2-methyl-2-propanyl 3-(4-((2S)-4-(5-(4-chloro-2-fluorophenyl)-2,3-dimethyl-4-oxo-3,4-dihydropyrido[4,3-d]pyrimidin-7-yl)-2-morpholinyl)-1H-pyrazol-1-yl)-1-azetidinecarboxylate ClC1=CC(=C(C=C1)C1=NC(=CC=2N=C(N(C(C21)=O)C)C)N2C[C@@H](OCC2)C=2C=NN(C2)C2CN(C2)C(=O)OC(C)(C)C)F